(S)-N-((S)-(3-chloro-4-fluorophenyl)(5-chloropyridin-3-yl)methyl)-2-oxo-oxazolidine-5-carboxamide ClC=1C=C(C=CC1F)[C@H](NC(=O)[C@@H]1CNC(O1)=O)C=1C=NC=C(C1)Cl